(3aR,5s,6aS)-N-(5-cyclopropyl-4-(trifluoromethyl)-6-(2,3,5-trifluorophenyl)pyridazin-3-yl)-2-((tetrahydro-2H-pyran-4-yl)methyl-d2)octahydrocyclopenta[c]pyrrol-5-amine C1(CC1)C=1C(=C(N=NC1C1=C(C(=CC(=C1)F)F)F)NC1C[C@@H]2[C@@H](CN(C2)C([2H])([2H])C2CCOCC2)C1)C(F)(F)F